C(C=C)(=O)N1C[C@@H](N(CC1)C1=NC(N2C3=C(C(=C(C=C13)C(F)(F)F)C1=C(C=C(C=C1F)F)F)SCCC2)=O)C (S)-8-(4-acryloyl-2-methylpiperazin-1-yl)-10-(trifluoromethyl)-11-(2,4,6-trifluorophenyl)-3,4-dihydro-2H,6H-[1,4]thiazepino[2,3,4-ij]quinazolin-6-one